NC1=CN=CC(=N1)S(=O)(=O)NC(=O)C=1C(=NC(=CC1)C1=CC(=CC(=C1)OCC(C)C)F)OC1=C(C=C(C=C1C)C)C N-(6-Aminopyrazin-2-yl)sulfonyl-6-(3-fluoro-5-isobutoxyphenyl)-2-(2,4,6-trimethylphenoxy)pyridin-3-carboxamid